tert-butyl 9-[4-chloro-3-(2,4-dioxo-1,3-diazinan-1-yl)benzoyl]-3,9-diazaspiro[5.5]undecane-3-carboxylate ClC1=C(C=C(C(=O)N2CCC3(CCN(CC3)C(=O)OC(C)(C)C)CC2)C=C1)N1C(NC(CC1)=O)=O